N1(N=CC=C1)CC1=C(C(=C(C#N)C(=C1)F)OC)F 4-((1H-pyrazol-1-yl)methyl)-3,6-difluoro-2-methoxybenzonitrile